pyruvonitrile C(C(=O)C)#N